C(C)OC(=O)C=1CN(CCC1N[C@H](C)C1=CC=CC=C1)C(=O)OC(C)(C)C (R)-4-((1-phenylethyl)amino)-5,6-dihydropyridine-1,3(2H)-dicarboxylic acid 1-(tert-butyl) ester 3-ethyl ester